3-(difluoromethyl)-N-(6-methyl-5-(7-(methylamino)-1,6-naphthyridin-3-yl)pyridin-3-yl)benzamide FC(C=1C=C(C(=O)NC=2C=NC(=C(C2)C=2C=NC3=CC(=NC=C3C2)NC)C)C=CC1)F